2-((2S,4R)-4-Amino-1-(6-chloroimidazo[1,2-a]pyridin-2-carbonyl)pyrrolidin-2-yl)-N-(4-(aminomethyl)phenethyl)thiazol-4-carboxamid N[C@@H]1C[C@H](N(C1)C(=O)C=1N=C2N(C=C(C=C2)Cl)C1)C=1SC=C(N1)C(=O)NCCC1=CC=C(C=C1)CN